FC(=C(CCF)F)F 1,1,2,4-Tetrafluoro-1-butene